5-(4-((3-ethyl-2,4-dioxo-1,2,3,4-tetrahydroquinazolin-7-yl)methyl)piperazin-1-yl)-6-chloro-N-methylpicolinamide C(C)N1C(NC2=CC(=CC=C2C1=O)CN1CCN(CC1)C=1C=CC(=NC1Cl)C(=O)NC)=O